C1=CC=CC=2C3=CC=CC=C3C(C12)COC(=O)NCCC(=O)N(CCC(=O)OC(C)(C)C)CCC(=O)OC(C)(C)C Di-tert-butyl 3,3'-((3-((((9H-fluoren-9-yl)methoxy)carbonyl)amino)propanoyl)azanediyl)dipropionate